NC1=C(C=C(C=N1)C#CC=1C=C(C(=O)NC2=CC(=CC(=C2)N2[C@@H]3CN([C@H](C2)C3)C)C(C)(C)C#N)C=CC1C)F 3-((6-amino-5-fluoropyridin-3-yl)ethynyl)-N-(3-(2-cyanopropan-2-yl)-5-((1S,4S)-5-Methyl-2,5-diazabicyclo[2.2.1]heptan-2-yl)phenyl)-4-methylbenzamide